(4-((1-methylpiperidin-4-yl)oxy)phenyl)methanamine CN1CCC(CC1)OC1=CC=C(C=C1)CN